C1(CC1)OC1=C(C=NC=C1)N(C1CCN(CC1)C(=O)OC(C)(C)C)C=1C=NC(=CC1)C(F)(F)F Tert-butyl 4-((4-cyclopropoxypyridin-3-yl)(6-(trifluoromethyl)pyridin-3-yl)amino)piperidine-1-carboxylate